O4-benzyl O1,O2-ditert-butyl piperazine-1,2,4-tricarboxylate N1(C(CN(CC1)C(=O)OCC1=CC=CC=C1)C(=O)OC(C)(C)C)C(=O)OC(C)(C)C